(S)-3-(((benzyloxy)carbonyl)amino)-4-(tert-butoxy)-4-oxobutanoic acid C(C1=CC=CC=C1)OC(=O)N[C@@H](CC(=O)O)C(=O)OC(C)(C)C